N-[(1S)-5-[2-(2-aminopyridin-3-yl)-5-(pyrazol-1-yl)imidazo[4,5-b]pyridin-3-yl]-2,3-dihydro-1H-inden-1-yl]-4-cyanobenzamide NC1=NC=CC=C1C1=NC=2C(=NC(=CC2)N2N=CC=C2)N1C=1C=C2CC[C@@H](C2=CC1)NC(C1=CC=C(C=C1)C#N)=O